C(=O)O.C12CN(CC(O1)C2)C2=CC=C1C(=NN=C(C1=C2)N[C@H](C)C=2C(=C(C#N)C=CC2)C)C 3-((1R)-1-((7-(6-oxa-3-azabicyclo[3.1.1]heptan-3-yl)-4-methylphthalazin-1-yl)amino)ethyl)-2-methylbenzonitrile Formate salt